ClC1=C(C=C(NC)C=C1)C=C 4-chloro-N-methyl-3-vinylaniline